Br(=O)(=O)O.BrCC(=O)C1=NC(=CC=C1)C 2-bromo-1-(6-methylpyridin-2-yl)ethanone bromate